O1CN(CC2=C1C=CC=C2)C2CCC(CC2)N2COC1=C(C2)C=CC=C1 1,4-bis(3,4-dihydro-2H-1,3-benzoxazin-3-yl)cyclohexane